N1=CN=CC=C1C(=O)Cl Pyrimidine-6-carbonyl chloride